5'-oxo-2'-(2-phenylquinolin-7-yl)-5',6'-dihydro-4'H-spiro[oxetane-3,7'-pyrazolo[1,5-a]pyrimidine]-3'-carbonitrile O=C1NC=2N(C3(C1)COC3)N=C(C2C#N)C2=CC=C3C=CC(=NC3=C2)C2=CC=CC=C2